3-methyl-5-hydroxyfuran CC1=COC(=C1)O